4-bromo-1,7-dichloroisoquinoline BrC1=CN=C(C2=CC(=CC=C12)Cl)Cl